C(C)(C)(C)[Si](OCCN\1C(N(C(/C1=C/N1N=C(N=C1)C1=CC(=NC(=C1)C(F)(F)F)C1CC1)=O)C)=O)(C)C (Z)-1-(2-((tert-butyldimethyl-Silyl)oxy)ethyl)-5-((3-(2-cyclopropyl-6-(trifluoromethyl)pyridin-4-yl)-1H-1,2,4-triazole-1-yl)methylene)-3-methylimidazoline-2,4-dione